ClC=1C=C2C(C(=CN(C2=CC1F)C=1C=NC(=CC1)O)C(=O)OCC)=O ethyl 6-chloro-7-fluoro-1-(6-hydroxypyridin-3-yl)-4-oxoquinoline-3-carboxylate